NCC1=CC=C(CSC2=NC(=C(C(=C2C#N)CC)C#N)N2CCC(CC2)N2CCCC2)C=C1 2-(4-(aminomethyl)benzylsulfanyl)-4-ethyl-6-(4-(pyrrolidin-1-yl)piperidin-1-yl)pyridine-3,5-dicarbonitrile